CC1NCCC2=C(C1)C=CC=C2 2-methyl-2,3,4,5-tetrahydro-1H-3-benzazepine